(α-methylbenzyl)O-carbamoyl-benzoic acid CC(C1=CC=CC=C1)C1=C(C(=O)OC(N)=O)C=CC=C1